3-((4-(5-isobutyl-2-(2H-tetrazol-5-yl)-3-(trifluoromethoxy)phenyl)-2-methylpiperazin-1-yl)methyl)pyridazine C(C(C)C)C=1C=C(C(=C(C1)N1CC(N(CC1)CC=1N=NC=CC1)C)C=1N=NNN1)OC(F)(F)F